C(C1=CC=CC=C1)C(C(F)(F)F)(N)C1CCCC1 benzyl-1-cyclopentyl-2,2,2-trifluoroethan-1-amine